C1(=CC=C(C=C1)S(=O)(=O)O)S(=O)(=O)O benzene-1,4-disulfonic acid